tert-butyl (Z)-(2-((4-(6-bromopyridin-3-yl)-5-oxo-4,5-dihydro-1H-1,2,4-triazol-1-yl)methyl)-3-fluoroallyl)carbamate BrC1=CC=C(C=N1)N1C=NN(C1=O)C\C(\CNC(OC(C)(C)C)=O)=C/F